N[C@@H](C)C(=O)OCCCCCCCCCCCC dodecyl L-alaninate